COC1=CC=C(C=C1)/C=C/C(=O)C1=CC=C(O[C@@H](C(=O)O)C)C=C1 (2R)-2-[4-[(E)-3-(4-Methoxyphenyl)prop-2-enoyl]phenoxy]propanoic acid